2-β-D-ribofuranosylthiazole-4-carboxamide [C@@H]1([C@H](O)[C@H](O)[C@H](O1)CO)C=1SC=C(N1)C(=O)N